CC1=CC=C(C=C1)S(=O)(=O)O.ClC1=CC(=C(C=C1)[C@@]1(OC2=C(O1)C=CC=C2C2CCNCC2)C)F (S)-4-(2-(4-chloro-2-fluorophenyl)-2-methylbenzo[d][1,3]dioxol-4-yl)piperidine 4-methylbenzenesulfonic acid salt